3,3'-dibromoazobenzene BrC=1C=C(C=CC1)N=NC1=CC(=CC=C1)Br